2-[rac-2-amino-3-(2,4-dimethylphenoxy)propoxy]isoindoline-1,3-dione 2,2,2-trifluoroacetate FC(C(=O)O)(F)F.N[C@@H](CON1C(C2=CC=CC=C2C1=O)=O)COC1=C(C=C(C=C1)C)C |r|